3-(5-(4-([1,4'-bipiperidin]-ylmethyl)pyridin-2-yl)-1-oxoisoindolin-2-yl)piperidine-2,6-dione N1(C(CCCC1)CC1=CC(=NC=C1)C=1C=C2CN(C(C2=CC1)=O)C1C(NC(CC1)=O)=O)C1CCNCC1